CS(=O)(=O)[O-].C(C)N1C=[N+](C=C1)CC 1,3-Diethylimidazolium methan-sulfonat